C(C)(C)(C)OC(=O)N1C[C@@H](CCCC1)NCCC1=CC=CC=C1 (R)-3-(phenethylamino)azepane-1-carboxylic acid tert-butyl ester